CC1=NC=C(C(=O)NC(C)C2=CC=C(C=C2)NC(OCC2=CC=C(C=C2)Cl)=O)C=C1 4-chlorobenzyl (4-(1-(6-methylnicotinamido)ethyl)phenyl)carbamate